COC(C)(C)C1C(CC1)OC=1C=CC2=C(N=CO2)C1 5-(2-(2-methoxyprop-2-yl)cyclobutoxy)benzo[d]oxazole